ClC=1C(=NC(=NC1)NC1=CC=C(C=C1)CN1C[C@H](N([C@H](C1)C)C)C)NC1=C(C=CC=C1)S(=O)(=O)N(C)C 2-((5-chloro-2-((4-(((3R,5S)-3,4,5-trimethylpiperazin-1-yl)methyl)phenyl)amino)pyrimidin-4-yl)amino)-N,N-dimethylbenzenesulfonamide